[2-(4-Benzothiazol-2-ylphenylcarbamoyl)-2-tert-butoxycarbonylamino-ethyl]-carbamic acid tert-butyl ester C(C)(C)(C)OC(NCC(NC(=O)OC(C)(C)C)C(NC1=CC=C(C=C1)C=1SC2=C(N1)C=CC=C2)=O)=O